4-(((R)-1-(3-(difluoromethyl)-2-fluorophenyl)ethyl)amino)-6-(1-(fluoromethyl)cyclopropyl)-8-((S)-3-(Hydroxymethyl)morpholinyl)-2-methylpyrido[4,3-d]pyrimidin-7(6H)-one FC(C=1C(=C(C=CC1)[C@@H](C)NC=1C=2C(N=C(N1)C)=C(C(N(C2)C2(CC2)CF)=O)N2[C@H](COCC2)CO)F)F